3-((3-(4-chlorophenyl)pyrrolidin-1-yl)carbonyl)-1,5,7-trimethyl-1,5-dihydro-4H-pyrrolo[3,2-c]pyridin-4-one ClC1=CC=C(C=C1)C1CN(CC1)C(=O)C1=CN(C2=C1C(N(C=C2C)C)=O)C